(6S,9S,12S,15S,18R,19R)-9-(aminomethyl)-19-decyl-6-[(1S)-1-hydroxyethyl]-15-isobutyl-16,18-dimethyl-12-(2-phenylethyl)-1-oxa-4,7,10,13,16-pentazacyclononadecane-2,5,8,11,14,17-hexone NC[C@H]1C(N[C@H](C(NCC(O[C@@H]([C@H](C(N([C@H](C(N[C@H](C(N1)=O)CCC1=CC=CC=C1)=O)CC(C)C)C)=O)C)CCCCCCCCCC)=O)=O)[C@H](C)O)=O